NC=1C(N(C(=CN1)C)CC1=CC=C2[C@](NC(NC2=C1)=O)(C(F)(F)F)C#CC1CC1)=O (S)-7-((3-amino-6-methyl-2-oxopyrazin-1(2H)-yl)methyl)-4-(cyclopropylethynyl)-4-(trifluoromethyl)-3,4-dihydroquinazolin-2(1H)-one